(2-(2-methoxyphenyl)-2-((tetrahydro-2H-pyran-4-yl)oxy)ethyl)-5-methyl-3-(7-methylimidazo[1,2-a]pyridin-8-yl)-6-(oxazol-2-yl)thieno[2,3-d]pyrimidine-2,4(1H,3H)-dione COC1=C(C=CC=C1)C(CN1C(N(C(C2=C1SC(=C2C)C=2OC=CN2)=O)C=2C=1N(C=CC2C)C=CN1)=O)OC1CCOCC1